1-(2,2-Difluoroethyl)-2-(3,4-dimethoxyphenyl)-6-(1'-isobutyl-[1,4'-bipiperidin]-4-yl)-1H-benzo[d]imidazol FC(CN1C(=NC2=C1C=C(C=C2)C2CCN(CC2)C2CCN(CC2)CC(C)C)C2=CC(=C(C=C2)OC)OC)F